C1NC(CCC12CCOCC2)=O 9-oxa-2-azaspiro[5.5]undecan-3-one